N12C[C@@H](C(CC1)CC2)OC=2C=C(C(=O)N[C@H](C)C=1C=NC(=NC1)C(F)(F)F)C=C(C2)C=2SC(=CN2)C 3-[(3R)-1-azabicyclo[2.2.2]oct-3-yloxy]-5-(5-methyl-1,3-thiazol-2-yl)-N-{(1R)-1-[2-(trifluoromethyl)pyrimidin-5-yl]ethyl}benzamide